Benzyl-carbamic acid 6,6-dimethyl-11-oxo-8-((2R,3R)-2,3,4-trihydroxy-butoxy)-6,11-dihydro-benzo[b]naphtho[2,3-d]furan-3-yl ester CC1(C2=CC(=CC=C2C(C=2C3=C(OC21)C=C(C=C3)OC(NCC3=CC=CC=C3)=O)=O)OC[C@H]([C@@H](CO)O)O)C